(±)-4-(2-((2-Chloro-4-(4-(3-chlorophenyl)-trans-2,3-dimethyl-piperazine-1-carbonyl)phenyl)sulfinyl)acetyl)benzonitrile ClC1=C(C=CC(=C1)C(=O)N1[C@H]([C@@H](N(CC1)C1=CC(=CC=C1)Cl)C)C)[S@](=O)CC(=O)C1=CC=C(C#N)C=C1 |&1:24|